[Na+].[Na+].OC=1C(=C2C=CC(=CC2=CC1)S(=O)(=O)[O-])N=NC1=C(C=C(C(=C1)C)S(=O)(=O)[O-])OC 6-hydroxy-5-{(2-methoxy-5-methyl-4-sulfophenyl)azo}-2-naphthalenesulfonic acid disodium salt